tert-butyl (3-(7-carbamoyl-3-chloro-5-fluoro-2-methyl-1H-indol-4-yl)cyclohexyl)carbamate C(N)(=O)C=1C=C(C(=C2C(=C(NC12)C)Cl)C1CC(CCC1)NC(OC(C)(C)C)=O)F